F[B-](F)(F)F.C(CCC)[N+]1=CC=CC=C1 n-butylpyridinium tetrafluoroborate salt